sodium 4-(5-fluoro-4-methylpyridin-3-yl)-7-oxocyclohepta-1,3,5-trien-1-olate FC=1C(=C(C=NC1)C1=CC=C(C(C=C1)=O)[O-])C.[Na+]